[N+](=O)([O-])C=1C(=CC(N(C1)CC(=O)OCC)=O)C=C 2-Ethyl 2-(5-nitro-2-oxo-4-vinyl-1-pyridyl)acetate